COC(C1=CN=C(C=C1)COC1=NN2C(=NN=CC2=C1C(C)(C)C)C1=NOC(=C1)C)=O 6-((3-tert-butyl-7-(5-methylisoxazol-3-yl)pyrazolo[1,5-d][1,2,4]triazin-2-yl-oxy)methyl)nicotinic acid methyl ester